3-(2-(1,3-dioxoisoindolin-2-yloxy)ethoxy)-N-isobutyl-N-(2-(piperidin-4-yl)ethyl)propanamide O=C1N(C(C2=CC=CC=C12)=O)OCCOCCC(=O)N(CCC1CCNCC1)CC(C)C